CC1=C(C(=O)OC)C=CC(=C1)C(C)NC(=O)C=1N=CSC1 methyl 2-methyl-4-(1-(thiazole-4-carboxamido)ethyl)benzoate